C1(=CC(=CC=C1)C1=NC(=NC(=N1)Cl)C=1C=CC2=C(OC3=C2C(=CC=C3)C3=CC=CC=C3)C1)C1=CC=CC=C1 2-([1,1'-biphenyl]-3-yl)-4-chloro-6-(9-phenyldibenzo[b,d]furan-3-yl)-1,3,5-triazine